3-(3R,5S)-1-ethyl-5-fluoro-piperidin-3-amine hydrochloride Cl.C(C)[C@@]1(CNC[C@H](C1)F)N